C(C=C)CCCCCC(C(=O)O)O.CC(CCOCC(=O)OCC=C)C 2-propenyl (3-methylbutyloxy)acetate (allyl amyl glycolate)